C1(CC1)C1=CN(C2=C1C=NC(=C2)NC(C)=O)C2=CN(C(C=C2)=O)C(C)C N-(3-cyclopropyl-1-(1-isopropyl-6-oxo-1,6-dihydropyridin-3-yl)-1H-pyrrolo[3,2-c]pyridin-6-yl)acetamide